Cl.COC([C@H](CC1=CC(=CC=C1)S(=O)(=O)C1=CC=CC=C1)N)=O (S)-2-amino-3-(3-(phenylsulfonyl)phenyl)propionic acid methyl ester hydrochloride